Cl.C(C)(C)(C)OC(CCN)=O β-alanine t-butyl ester hydrochloride